NC1=NC2=CC(=CC=C2C=C1C(F)(F)F)CC[C@H]1S[C@H]([C@@H]([C@@H]1O)O)N1C=CC2=C1N=CN=C2C (2R,3S,4R,5R)-2-{2-[2-amino-3-(trifluoromethyl)quinolin-7-yl]ethyl}-5-(4-methyl-7H-pyrrolo[2,3-d]pyrimidin-7-yl)tetrahydrothiophene-3,4-diol